Cl.CN(C)CC1=CC=C(O1)CSCCN(C(C[N+](=O)[O-])N)C N-[2-[[[5-[(dimethylamino)methyl]-2-furyl]methyl]thio]ethyl]-N-methyl-2-nitro-1,1-ethylenediamine hydrochloride